ClC=1C(=C(C=CC1F)[C@H]1[C@H](O[C@@](C1)(C(F)(F)F)C)C(=O)NC1=CC(=NC=C1)C(=O)NC)OC (2S,3S,4R,5S)-4-[[3-(3-Chloro-4-fluoro-2-methoxy-phenyl)-5-methyl-5-(trifluoromethyl)tetrahydrofuran-2-carbonyl]amino]-N-methyl-pyridin-2-carboxamid